C(C1=CC=CC=C1)OCC(CC#N)O 4-(benzyloxy)-3-hydroxybutyronitrile